FC(C(=O)[O-])(F)F.C(CCCCCCCCC)(=O)OCC(CC(=O)OCC[NH2+]CCOC(CC(COC(CCCCCCCCC)=O)COC(CCCCCCCCC)=O)=O)COC(CCCCCCCCC)=O bis(2-((4-(decanoyloxy)-3-((decanoyloxy)methyl)butanoyl)oxy)ethyl)ammonium trifluoroacetate